O[N+](C)(C)C Hydroxy(trimethyl)azanium